1-[2-(1,3-Dioxolan-2-yl)ethyl]-3-isobutyl-5-methyl-cyclohexanol O1C(OCC1)CCC1(CC(CC(C1)C)CC(C)C)O